Cl.COC(CC1CCNCC1)=O 2-(piperidin-4-yl)acetic acid methyl ester, hydrochloride